(2S,4R)-1-((S)-2-amino-3,3-dimethylbutanoyl)-N-((S)-1-(4-(3,5-difluoropyridin-4-yl)phenyl)ethyl)-4-hydroxypyrrolidine-2-carboxamide N[C@H](C(=O)N1[C@@H](C[C@H](C1)O)C(=O)N[C@@H](C)C1=CC=C(C=C1)C1=C(C=NC=C1F)F)C(C)(C)C